5-Methyl-2-isopropylphenol CC=1C=CC(=C(C1)O)C(C)C